8-((6-chloropyridin-3-yl)methyl)-3-(tetrahydro-2H-pyran-4-yl)pyrido[2,3-d]pyrimidine-2,4(3H,8H)-dione ClC1=CC=C(C=N1)CN1C=CC=C2C1=NC(N(C2=O)C2CCOCC2)=O